azabicyclo(3.3.1)nonane N12CCCC(CCC1)C2